6-Chloro-N-Cyclopropylpyrazine-2-amine ClC1=CN=CC(=N1)NC1CC1